Cl.NC=1NC=C(N1)CCCC=O 4-(2-AMINO-1H-IMIDAZOL-4-YL)-BUTYRALDEHYDE HCL